FC1=C(C(=CC=C1)F)N1C[C@H]([C@@H](C1)C1=CC=CC=C1)NC(=O)NC1=C(C(=NN1C1=CC=CC=C1)OCC)C 1-((3S,4R)-1-(2,6-difluorophenyl)-4-phenylpyrrolidin-3-yl)-3-(3-ethoxy-4-methyl-1-phenyl-1H-pyrazol-5-yl)urea